[Si](C)(C)(C(C)(C)C)OCC1=C(C(N(C(N1)=O)CC1=NC(=NO1)C[C@H](O)C1=CC=C(C=C1)Cl)=O)C 6-{[(tert-butyldimethylsilyl)oxy]methyl}-3-({3-[(2S)-2-(4-chlorophenyl)-2-hydroxyethyl]-1,2,4-oxadiazol-5-yl}methyl)-5-methyl-1H-pyrimidine-2,4-dione